Cl.Cl.ClC1=C(COC2=NC=3CCC4C(C3C=C2)(CCN4)S(=O)(=O)C4=CC=C(C=C4)F)C(=CC=C1)Cl 7-((2,6-dichlorobenzyl)oxy)-9b-((4-fluorophenyl)sulfonyl)-2,3,3a,4,5,9b-hexahydro-1H-pyrrolo[3,2-f]Quinoline dihydrochloride